tert-butyl (1-(thieno[3,2-d]pyrimidin-4-yl)piperidin-4-yl)carbamate N1=CN=C(C2=C1C=CS2)N2CCC(CC2)NC(OC(C)(C)C)=O